di-methyl-aluminum chloride C[Al](C)Cl